4-((3R,4R)-4-((5,7-dimethyl-1H-indol-4-yl)oxy)-1-(2,2,2-trifluoroethyl)azepan-3-yl)benzoic acid CC=1C(=C2C=CNC2=C(C1)C)O[C@H]1[C@@H](CN(CCC1)CC(F)(F)F)C1=CC=C(C(=O)O)C=C1